4-(2-chloro-3,4-dimethoxybenzyl)-2,3-dioxopiperazine ClC1=C(CN2C(C(NCC2)=O)=O)C=CC(=C1OC)OC